C(C)(=O)C1=NC(=CC=C1)C(C)NC1=C(C(=C(C(=C1CC1=CC=CC=C1)OC)OC)OC)CC1=CC=CC=C1 2-acetyl-6-(1-(2,6-diphenylmethyl-3,4,5-trimethoxyanilino)-ethyl)pyridine